COC1=C(N)C=C(C=C1)N1CC2CC(CC(C1)N2C)=O 2-methoxy-5-(9-methyl-3-oxo-7,9-diazabicyclo[3.3.1]non-7-yl)aniline